tert-butyl 4-[2-[(16E)-20-oxa-5,7,14,27-tetrazatetracyclo[19.3.1.12,6.18,12]heptacosa-1(24),2(27),3,5,8(26),9,11,16,21(25),22-decaen-14-yl]ethoxy]piperidine-1-carboxylate C=12C=3C=CN=C(NC=4C=CC=C(CN(C\C=C\CCOC(C=CC1)=C2)CCOC2CCN(CC2)C(=O)OC(C)(C)C)C4)N3